3-bromo-N'-hydroxy-5,6-dimethylpyridazine-4-carboxamidine BrC=1N=NC(=C(C1C(=NO)N)C)C